CN1CCN(CC1)C=1C=CC2=C(NC(=N2)C2=NNC=3C=CC=C(C23)N)C1 3-(6-(4-methylpiperazin-1-yl)-1H-benzimidazol-2-yl)-1H-indazol-4-amine